acryloxypropyl-triethylammonium bromide [Br-].C(C=C)(=O)OCCC[N+](CC)(CC)CC